9-Cyclopropyl-7-fluoro-1,4,4-trimethyl-8-(3-methyl-1H-indol-7-yl)-5H-[1,2,4]triazolo[4,3-a]quinoxaline C1(CC1)C=1C(=C(C=C2NC(C=3N(C12)C(=NN3)C)(C)C)F)C=3C=CC=C1C(=CNC31)C